BrC1=CC(=CC(=C1)CCl)Br 1,3-dibromo-5-(chloromethyl)benzene